ClC=1C(=CC=C2C=C(C=C(C12)C1=C(C=C2C(=NC(=NC2=C1F)OC[C@]12CCCN2C[C@@H](C1)F)N1CCOCC(C1)(O)C)F)O)F 4-(7-(8-Chloro-7-fluoro-3-hydroxynaphthalen-1-yl)-6,8-difluoro-2-(((2R,7aS)-2-fluorotetrahydro-1H-pyrrolizin-7a(5H)-yl)methoxy)quinazolin-4-yl)-6-methyl-1,4-oxazepan-6-ol